CN[C@@H](CCCNC(N)=N)C(=O)O methylarginine